2-((dimethylamino)methyl)-7-(5-fluoro-2-(((3S,4R)-3-hydroxytetrahydro-2H-pyran-4-yl)amino)pyrimidin-4-yl)-1-isopropylquinolin-4(1H)-one CN(C)CC=1N(C2=CC(=CC=C2C(C1)=O)C1=NC(=NC=C1F)N[C@H]1[C@@H](COCC1)O)C(C)C